(E)-octadec-9-enoic acid iodomethyl ester carbonate C(O)(O)=O.ICOC(CCCCCCC\C=C\CCCCCCCC)=O